ClC1=CC(=C(C=C1)C1=CC(=C(C=C1)CC)C1=C(C(OC(C1=O)(C)C)(C)C)OC([O-])=O)F 4-(4'-chloro-4-ethyl-2'-fluoro [1,1'-biphenyl]-3-yl)-5,6-dihydro-2,2,6,6-tetramethyl-5-oxo-2H-pyran-3-yl-carbonate